6-amino-7-ethoxy-2-ethyl-4-((4-methoxyphenyl)amino)quinoline-3-carbonitrile NC=1C=C2C(=C(C(=NC2=CC1OCC)CC)C#N)NC1=CC=C(C=C1)OC